CC1=CC(=C(C=C1)S(=O)(=O)N1[C@@H](CCC1)C(=O)OC(C)(C)C)O[C@@H](C)CC=C tert-Butyl ((4-methyl-2-(((S)-pent-4-en-2-yl)oxy)phenyl)sulfonyl)-L-prolinate